O.Cl.FC1=CC=C(C=C1)C(CN1CCC(CC1)CN1C(C2=CC=CC=C2C1)=O)=O 2-[[1-[2-(4-fluorophenyl)-2-oxoethyl]-4-piperidinyl]methyl]-2,3-dihydro-1H-isoindol-1-one hydrochloride hydrate